C(\C=C\CCCCCC)(=O)O 3E-nonenoic acid